CS(=O)(=O)N[C@@H]1[C@@H](N(CCC1)C(=O)OC)CO[C@@H]1CC[C@@H](CC1)C1=CC=CC=C1 methyl (2R,3S)-3-((methyl sulfonyl) amino)-2-(((cis-4-phenylcyclohexyl)oxy)methyl)piperidine-1-carboxylate